COC1=NC=C(C(=N1)OC)C=1C=C(C=2N(N1)C=CN2)N2CC(C(C2)(F)F)CC(=O)NC2(CC2)C(F)(F)F 2-(1-(6-(2,4-dimethoxypyrimidin-5-yl)imidazo[1,2-b]pyridazin-8-yl)-4,4-difluoropyrrolidin-3-yl)-N-(1-(trifluoromethyl)cyclopropyl)acetamide